(R)-2-methyl-N-(1-(pyridin-4-yl)ethylidene)propane-2-sulfinamide CC(C)(C)[S@@](=O)N=C(C)C1=CC=NC=C1